glucopyranuronic acid benzyl ester C(C1=CC=CC=C1)OC([C@@H]1[C@H]([C@@H]([C@H](C(O)O1)O)O)O)=O